7-bromo-1-methyl-4,5-dihydro-3H-benzo[e]indazole BrC1=CC2=C(C=3C(=NNC3CC2)C)C=C1